C(N)(=O)C=1C=CC2=C(N=C(C3=CC=NC=C23)NCCOCCCCNCC=2C=C(CC=3C=NN(C3)C(=O)OC(C)(C)C)C=C(C2)OC(F)(F)F)C1 Tert-butyl 4-(3-(((4-(2-((8-carbamoylbenzo[c][2,6]naphthyridin-5-yl)amino)ethoxy)butyl)amino)methyl)-5-(trifluoromethoxy)benzyl)-1H-pyrazole-1-carboxylate